2-(2-fluoroethyl)-3-oxo-3,4-dihydroquinoxaline-6-carbaldehyde FCCC1=NC2=CC=C(C=C2NC1=O)C=O